C(C=C)(=O)OC1=CC=CC=2C3=CC=CC=C3CC12 acryloxyfluorene